Dimethyl 2-ketoglutarate (Dimethyl 2-Oxoglutarate) CC(C(C(=O)O)=O)(CC(=O)O)C.O=C(C(=O)OC)CCC(=O)OC